2-(5-chloro-4-(1-hydroxy-2-(methyl-d3)propan-2-yl-1,1,3,3,3-d5)-2-methylphenyl)-4-oxo-1,4-dihydro-1,6-naphthyridine-5-carboxamide ClC=1C(=CC(=C(C1)C=1NC=2C=CN=C(C2C(C1)=O)C(=O)N)C)C(C([2H])([2H])O)(C([2H])([2H])[2H])C([2H])([2H])[2H]